1-(2-Butoxy-1-methylethoxy)propan C(CCC)OCC(OCCC)C